(S)-N-(8-fluoro-2-methylimidazo[1,2-a]pyridin-6-yl)-5-(pyrrolidin-3-yloxy)pyrazine-2-carboxamide tert-butyl-(S)-3-hydroxypyrrolidine-1-carboxylate C(C)(C)(C)OC(=O)N1C[C@H](CC1)O.FC=1C=2N(C=C(C1)NC(=O)C1=NC=C(N=C1)O[C@@H]1CNCC1)C=C(N2)C